C(C=C)OC1=CC=C(C=CC2=C(C(=CC(=C2)OC)OC)C=2N(C=CN2)CCCC)C=C1 2-(4-(allyloxy)styryl-4,6-dimethoxyphenyl)-1-n-butyl-1H-imidazole